1-stearoyl-2-docosahexenoyl-sn-glycerol C(CCCCCCCCCCCCCCCCC)(=O)OC[C@@H](OC(C=CC=CC=CC=CC=CC=CCCCCCCCCC)=O)CO